FC=1C=C(C=C(C1OC1=CC=NC2=CC(=C(C=C12)OCCO)OC)F)NC(=O)C=1C(=NC=CC1OCC(F)F)F N-(3,5-difluoro-4-((6-(2-hydroxyethoxy)-7-methoxyquinolin-4-yl)oxy)phenyl)-4-(2,2-difluoroethoxy)-2-fluoropyridine-3-carboxamide